NCC1=CC=C(OC2=NC=C(C(=O)O)C=C2)C=C1 6-(4-(aminomethyl)phenoxy)nicotinic acid